OC=1C=C(C(=C(C(=O)O)C1)OC)OC 5-hydroxy-2,3-dimethoxybenzoic acid